C1N(CCC2=CC=CC=C12)C[C@H](CN1CC(OC2=C(C1=O)C=CC(=C2)C(=O)N2C1COCC2CC1)(C)C)O 4-[(2R)-3-(3,4-dihydro-1H-isoquinolin-2-yl)-2-hydroxy-propyl]-2,2-dimethyl-8-(3-Oxa-8-azabicyclo[3.2.1]octane-8-carbonyl)-3H-1,4-benzoxazepin-5-one